N=1C=NN2C1C=CC(=C2)C2=CNC=1N=C(N=C(C12)OC)NC1CCC2(COC2)CC1 5-([1,2,4]triazolo[1,5-a]pyridin-6-yl)-4-methoxy-N-(2-oxaspiro[3.5]nonan-7-yl)-7H-pyrrolo[2,3-d]pyrimidin-2-amine